Cl.C1(=CC=CC2=CC=CC=C12)NN 1-Naphthylhydrazine hydrochloride